(S)-2-(5-fluoropyrimidin-2-yl)-8-nitro-1,2,3,4,10,10a-hexahydropyrazino[1,2-a]indole FC=1C=NC(=NC1)N1C[C@H]2N(C=3C=CC(=CC3C2)[N+](=O)[O-])CC1